(5RS)-5-[(3,3-Difluoropyrrolidin-1-yl)carbonyl]-2-(3-fluorobenzyl)-5,6,7,8-tetrahydro[1,2,4]triazolo[4,3-a]pyridin-3(2H)-on FC1(CN(CC1)C(=O)[C@H]1CCCC=2N1C(N(N2)CC2=CC(=CC=C2)F)=O)F |r|